ClC1=CC=C(N=N1)O[C@H]1[C@@H](CN(C1)C1=NC=C(C=C1)C=1C=2N(C=C(C1)OCC)N=CC2C#N)NC(OC(C)(C)C)=O tert-butyl ((3R,4R)-4-((6-chloropyridazin-3-yl)oxy)-1-(5-(3-cyano-6-ethoxypyrazolo[1,5-a]pyridin-4-yl)pyridin-2-yl)pyrrolidin-3-yl)carbamate